COC=1C=C(C=CC1)C1=NC(=NC(=C1)N1CC2=C(CCC1)C=CC(=C2)[N+](=O)[O-])N 4-(3-Methoxyphenyl)-6-(8-nitro-1,3,4,5-tetrahydro-2H-benzo[c]azepin-2-yl)pyrimidin-2-amine